C(C)NN ethylaminoamine